3-(3-(4-((phenylamino)methyl)benzyl)isoxazol-5-yl)pyridine-2,6-diamine C1(=CC=CC=C1)NCC1=CC=C(CC2=NOC(=C2)C=2C(=NC(=CC2)N)N)C=C1